F[C@@H]1C[C@H](N(C1)C(=O)OC(C)(C)C)C(NC1=NN(C=C1)CC(F)(F)F)=O tert-Butyl (2S,4R)-4-fluoro-2-((1-(2,2,2-trifluoroethyl)-1H-pyrazol-3-yl)carbamoyl)pyrrolidine-1-carboxylate